[H-].[Na+].N1CCC(CC1)CCP(OC)(OC)=O dimethyl (2-(piperidin-4-yl)ethyl)phosphonate Sodium hydride